OC1CC2C(C([C@H]3[C@@H]4CC[C@H]([C@@H](CCC(=O)O)C)[C@]4(C(C[C@@H]3[C@]2(CC1)C)O)C)O)O 3,6,7,12-tetrahydroxycholanic acid